(S)-4-methyl-2-(5-methyl-3-(2-(3-fluoro-3-methylazetidin-1-yl)ethyl)-6-Oxopyridazin-1(6H)-yl)pentanoic acid CC(C[C@@H](C(=O)O)N1N=C(C=C(C1=O)C)CCN1CC(C1)(C)F)C